bromopenicillic acid BrC(C(=O)O)=C(OC)C(=O)C(=C)C